CN1OC(=CC1)C1=CC=CC=C1 N-methyl-5-phenylisoxazole